FNC(N([PH4])F)=S(F)(F)(F)F hexafluoro-λ5-phosphinothiourea